ClC(CC)OC(CC)Cl di(1-chloropropyl) ether